(3R,5S,E)-7-(4-(2-chloro-4-fluorophenyl)-6-cyclobutyl-2-cyclopropyl-5-(methoxymethyl)pyridin-3-yl)-3,5-dihydroxyhept-6-enoic acid sodium salt [Na+].ClC1=C(C=CC(=C1)F)C1=C(C(=NC(=C1COC)C1CCC1)C1CC1)/C=C/[C@H](C[C@H](CC(=O)[O-])O)O